COC1=C(C=CC(=C1)N1CCN(CC1)C)NC=1N=CC2=C(N1)C(=NC=C2)NCC(C)(C)C N2-(2-methoxy-4-(4-methylpiperazin-1-yl)phenyl)-N8-neopentylpyrido[3,4-d]pyrimidine-2,8-diamine